N1(CCOCC1)C1=CC=C(C=C1)N 4-(morpholin-4-yl)phenylamin